(4-Bromo-4'-chloro-[1,1'-biphenyl]-2-yl)(piperidin-4-yl)methanol BrC1=CC(=C(C=C1)C1=CC=C(C=C1)Cl)C(O)C1CCNCC1